3-((3S,4r)-6-(7-(2-(4-isobutylphenyl)propionyl)-7H-pyrrolo[2,3-d]pyrimidin-4-yl)-3-methyl-1,6-diazaspiro[3.4]oct-1-yl)-3-oxopropanenitrile C(C(C)C)C1=CC=C(C=C1)C(C(=O)N1C=CC2=C1N=CN=C2N2C[C@]1([C@H](CN1C(CC#N)=O)C)CC2)C